(17β)-17-ethynyl-3-(methoxymethoxy)-2-(piperazin-1-yl)estra-1(10),2,4-trien-17-ol C(#C)[C@@]1([C@]2(C)[C@@H](CC1)[C@@H]1CCC3=CC(=C(C=C3[C@H]1CC2)N2CCNCC2)OCOC)O